N-(4-methoxybenzyl)pyrazolo[1,5-a]pyridine-5-sulfonamide COC1=CC=C(CNS(=O)(=O)C2=CC=3N(C=C2)N=CC3)C=C1